tert-butyl 4-(1-cyclopropyl-7-methylsulfanyl-2-oxo-4H-pyrimido[4,5-d]pyrimidin-3-yl)-4-deuterio-2,3-dihydroquinoline-1-carboxylate C1(CC1)N1C(N(CC=2C1=NC(=NC2)SC)C2(CCN(C1=CC=CC=C21)C(=O)OC(C)(C)C)[2H])=O